COC1=NN(C=C1C(=O)NC1=NC(=CC=C1)C1=CN=C2N1[C@H](CC2)C)C2CCC(CC2)=C=O (S)-3-methoxy-N-(6-(5-methyl-6,7-dihydro-5H-pyrrolo[1,2-a]imidazol-3-yl)pyridin-2-yl)-1-(4-carbonylcyclohexyl)-1H-pyrazole-4-carboxamide